O1C(COCC1)COC1=NC(N2C(C3=CC=C(C=C3CC2)C#CC(C=2C=NC=CC2)O)=C1)=O 2-([1,4]Dioxan-2-ylmethoxy)-9-(3-hydroxy-3-pyridin-3-yl-prop-1-ynyl)-6,7-dihydro-pyrimido[6,1-a]isoquinolin-4-one